BrC=1C=2N(C=CC1)C(=C(N2)C#CCNC2=C(C=C(C(=O)N(C)C)C=C2)OC)CC(F)(F)F 4-({3-[8-bromo-3-(2,2,2-trifluoroethyl)imidazo[1,2-a]pyridin-2-yl]prop-2-yn-1-yl}amino)-3-methoxy-N,N-dimethylbenzamide